NC1=CC=C(C=N1)/C=C/C(=O)NCC=1OC2=C(C1)C=C(C=C2C(F)(F)F)C2=NC=C(C=C2)C(=O)N2CCOCC2 (E)-3-(6-aminopyridin-3-yl)-N-((5-(5-(morpholine-4-carbonyl)pyridin-2-yl)-7-(trifluoromethyl)benzofuran-2-yl)methyl)acrylamide